1-(2-(1-((3-amino-1,2,4-triazin-5-yl)amino)ethyl)-5-cyclopropylpyrazolo[1,5-a]pyridin-7-yl)-3-methylimidazolidine-2,4-dione NC=1N=NC=C(N1)NC(C)C1=NN2C(C=C(C=C2N2C(N(C(C2)=O)C)=O)C2CC2)=C1